C(C1=CC=CC=C1)OC1=CC=2N(C=C1)C(=NN2)[C@@H]2C[C@@H](CCC2)NC(OC(C)(C)C)=O tert-butyl ((1R,3S)-3-(7-(benzyloxy)-[1,2,4]triazolo[4,3-a]pyridin-3-yl)cyclohexyl)carbamate